2,3-difluoro-6-aminophenylboronic acid FC1=C(C(=CC=C1F)N)B(O)O